Methyl (R)-2-(2-chloroacetamido)-2-phenylpropanoate ClCC(=O)N[C@](C(=O)OC)(C)C1=CC=CC=C1